(R)-4-((6-fluoro-8-methoxy-1,7-naphthyridin-4-yl)amino)-N-((R)-2-hydroxypropyl)-N'-((R)-1-(4-methoxyphenyl)ethyl)benzenesulfonimidamide FC=1C=C2C(=CC=NC2=C(N1)OC)NC1=CC=C(C=C1)[S@](=O)(NC[C@@H](C)O)=N[C@H](C)C1=CC=C(C=C1)OC